3-(5,6-difluoro-2-thioxobenzo[d]oxazol-3(2H)-yl)-N,N,N-trimethylpropan-1-aminium acetate C(C)(=O)[O-].FC=1C(=CC2=C(N(C(O2)=S)CCC[N+](C)(C)C)C1)F